CC1CC2C=CC1C2 6-methyl-bicyclo[2.2.1]hept-2-ene